ClC=1C=C(C=NC1OC)C=1C=2N(C(=NC1C1=CC=C(C#N)C=C1)OC[C@H]1CN(CCC1)C)C=CN2 4-(8-(5-chloro-6-methoxypyridin-3-yl)-5-{[(3R)-1-methylpiperidin-3-yl]methoxy}imidazo[1,2-c]pyrimidin-7-yl)benzonitrile